4-((hydroxyamino)methyl)-N-(4-(3-(trifluoromethyl)piperidin-1-yl)phenyl)aniline ONCC1=CC=C(NC2=CC=C(C=C2)N2CC(CCC2)C(F)(F)F)C=C1